4-bromo-2-fluoro-2-hydroxy-benzaldehyde BrC1=CC(C(C=O)C=C1)(O)F